C(C1=CC=CC=C1)(C1=CC=CC=C1)=NC1=C(C=C(NCC2=CC=C(C=C2)F)C=C1C)SCC 4-(benzhydrylideneamino)-3-ethylsulfanyl-N-[(4-fluorophenyl)methyl]-5-methyl-aniline